Br.ClC=1C=C(C=CC1F)\N=C(/N)\SCC1=C(C=CC=C1)CBr 2-(bromomethyl)benzyl (E)-N'-(3-chloro-4-fluorophenyl)carbamimidothioate hydrobromide